Cl.FC(C1=CC(=NC=C1)N1CCNCC1)(F)F 4-(4-(trifluoromethyl)pyridin-2-yl)piperazine hydrochloride